CC1OC12CN(C2)C(=O)OC(C)(C)C Tert-Butyl 2-methyl-1-oxa-5-azaspiro[2.3]hexane-5-carboxylate